CC1OCC(C1CCCN1CCCCC1C)=O methyl-6-methyl-4-oxo-3-[3-(piperidin-1-yl)propyl]-3,4-dihydrofuran